(S)-(4-((4-((4-(4-aminopyrimidin-2-yl)-1,3-dimethyl-1H-pyrazol-5-yl)oxy)butan-2-yl)amino)-6-chloropyridin-3-yl)(3-(difluoromethoxy)azetidin-1-yl)methanone NC1=NC(=NC=C1)C=1C(=NN(C1OCC[C@H](C)NC1=C(C=NC(=C1)Cl)C(=O)N1CC(C1)OC(F)F)C)C